C1(CCCCC1)N=C=NC1CNCCO1 1-cyclohexyl-3-(2-morpholinyl)carbodiimide